FC(C=1C(=C(C=CC1)[C@@H](C)NC=1C2=C(N=C(N1)C)N=CC(=C2)C2CCN(CC2)C)F)F (R)-N-(1-(3-(difluoromethyl)-2-fluorophenyl)ethyl)-2-methyl-6-(1-methylpiperidin-4-yl)pyrido[2,3-d]pyrimidin-4-amine